1-(4-(7-(6-amino-3-(trifluoromethyl)pyridin-2-yl)-6-chloro-2-((4-fluoro-1,5-dimethylpyrrolidin-2-yl)methoxy)quinazolin-4-yl)piperazin-1-yl)prop-2-en-1-one NC1=CC=C(C(=N1)C1=C(C=C2C(=NC(=NC2=C1)OCC1N(C(C(C1)F)C)C)N1CCN(CC1)C(C=C)=O)Cl)C(F)(F)F